6,6-bis(((Z)-oct-3-en-1-yl)oxy)hexanenitrile C(C\C=C/CCCC)OC(CCCCC#N)OCC\C=C/CCCC